methyl 2-(5-iodo-3-(3-(1-methyl-1H-pyrazol-4-yl)prop-2-yn-1-yl)-4-oxo-3H-pyrrolo[2,3-d]pyrimidin-7(4H)-yl)acetate IC1=CN(C=2N=CN(C(C21)=O)CC#CC=2C=NN(C2)C)CC(=O)OC